C1(=CC=CC=C1)C(CCC(CCCC)=O)=O 1-phenyl-1,4-octanedione